CC1(C2CNCC12)C racemic-6,6-dimethyl-3-azabicyclo[3.1.0]hexane